N-{1-[(4-cyanocyclohexyl)methyl]-1H-pyrazol-4-yl}-2-(1H-pyrazol-4-yl)-1,3-thiazole-4-carboxamide C(#N)C1CCC(CC1)CN1N=CC(=C1)NC(=O)C=1N=C(SC1)C=1C=NNC1